2-(azetidin-3-yl)-5-(3-fluoro-4-methyl-5-nitrophenyl)oxazole IRON-CHROMIUM [Cr].[Fe].N1CC(C1)C=1OC(=CN1)C1=CC(=C(C(=C1)[N+](=O)[O-])C)F